2-Fluoro-6-iodo-phenol FC1=C(C(=CC=C1)I)O